Cl.N1C[C@H](OCC1)C(=O)OC Methyl (S)-morpholine-2-carboxylate hydrochloride